CC(=O)NC1=CC=CC(=C1)C=O N-(3-formylphenyl)acetamide